N(=[N+]=[N-])CCCCC=O 5-azido-1-pentanal